CN1N=CC=2C1=NC(=CC2N2CC1=C(CC2)N(N=C1C)CC12CCC(CC1)(CC2)NC(=O)[C@@H]2NCCOC2)C (R)-N-(4-((5-(1,6-dimethyl-1H-pyrazolo[3,4-b]pyridin-4-yl)-3-methyl-4,5,6,7-tetrahydro-1H-pyrazolo[4,3-c]pyridin-1-yl)methyl)bicyclo[2.2.2]octan-1-yl)morpholine-3-carboxamide